COC=1C=C(C=CC1N1CCNCC1)N1N=NC=2C(NC=3C=CC(=CC3C21)C=2C=NC(=CC2)OC)=O 3-methoxy-4-(piperazin-1-yl)-phenyl-8-(6-methoxypyridin-3-yl)-1,5-dihydro-4H-[1,2,3]triazolo[4,5-c]quinolin-4-one